2-chloro-4-((2-(tetrahydro-2H-pyran-4-yl)ethyl)amino)pyrimidin-5-carboxamide ClC1=NC=C(C(=N1)NCCC1CCOCC1)C(=O)N